tetradecoyl chloride C(CCCCCCCCCCCCC)(=O)Cl